COCC1=CC=CC(=N1)CN1N=C(C=C1)C1=CC(=NC(=N1)N)C1=CC=CC=C1 6-(1-{[6-(methoxymethyl)-2-pyridinyl]methyl}-1H-pyrazol-3-yl)-4-phenyl-2-pyrimidinylamine